O.O.P(=O)(O)([O-])[O-].[Na+].[Na+] di-sodium hydrogenphosphate dihydrate